O1COC2=C1C=CC(=C2)N(C(C2=CC(=CC=C2)N2N=C(C(=C2C(F)(F)F)Cl)C)=O)C N-(1,3-benzodioxol-5-yl)-3-[4-chloro-3-methyl-5-(trifluoromethyl)pyrazol-1-yl]-N-methyl-benzamide